O=C1N(NC2=CC(=CC=C12)C1CCN(CC1)CC1=CC=C(C=C1)C=1SC=CN1)C1C(NC(CC1)=O)=O 3-(3-oxo-6-(1-(4-(thiazol-2-yl)benzyl)piperidin-4-yl)-1,3-dihydro-2H-indazol-2-yl)piperidine-2,6-dione